4-[2-amino-5-(3-aminophenyl)-4-ethyl-3-pyridyl]phenol NC1=NC=C(C(=C1C1=CC=C(C=C1)O)CC)C1=CC(=CC=C1)N